[Na].ClC1=C2C(=C(C(N(C2=CC=C1)C)=O)C(=O)N(C1=CC=CC=C1)CC)O 5-chloro-N-ethyl-1,2-dihydro-4-hydroxy-1-methyl-2-oxo-N-phenyl-3-quinolinecarboxamide sodium salt